C(=O)[C@@H]1CC[C@H](CC1)NC(OC(C)(C)C)=O tert-butyl (trans-4-formylcyclohexyl)carbamate